(R)-3-(4-(4-(aminomethyl)piperidin-1-yl)-3-fluorophenyl)-5-(hydroxymethyl)oxazolidin-2-one NCC1CCN(CC1)C1=C(C=C(C=C1)N1C(O[C@H](C1)CO)=O)F